Cl.C1(CCC1)N[C@@H]1CN(CC1)C=1N=NC(=CN1)C1=C(C=C(C=C1)C=1C=NN(C1)C)O 2-{3-[(3S)-3-(cyclobutylamino)pyrrolidin-1-yl]-1,2,4-triazin-6-yl}-5-(1-methyl-1H-pyrazol-4-yl)phenol hydrochloride